C(C)OC(=O)C1=CN=C(O1)CS(=O)(=O)C 2-(methylsulfonylmethyl)oxazole-5-carboxylic acid ethyl ester